CC=1C=CC=C2C(NC(=NC12)CSC1CCN(CC1)C[C@H]1N(CCC1)C(=O)OC(C)(C)C)=O (S)-tert-Butyl 2-((4-(((8-methyl-4-oxo-3,4-dihydroquinazolin-2-yl)methyl)thio)piperidin-1-yl)methyl)pyrrolidine-1-carboxylate